ClC=1C(=C(C(=CC1)F)C=1N=CN(C(C1)=O)[C@H]1CCC[C@H](C(NC=2C=NN(C2C=2C=C(C=C1C2)F)C)=O)C)F (9R,13S)-13-[4-(3-chloro-2,6-difluorophenyl)-6-oxo-1,6-dihydropyrimidin-1-yl]-16-fluoro-3,9-dimethyl-3,4,7-triazatricyclo[12.3.1.02,6]octadeca-1(18),2(6),4,14,16-pentaen-8-one